[Na+].S(=O)(=O)([O-])OCCCCCC(C)C isooctyl alcohol sulfate sodium salt